The molecule is an anthocyanin cation consisting of delphinidin with three beta-D-glucosyl residues attached to the 3-, 3'- and 5-hydroxy groups. It is an anthocyanin cation, a beta-D-glucoside and a 5-hydroxyanthocyanin O-beta-D-glucoside. It derives from a delphinidin. It is a conjugate acid of a delphinidin 3,3',5-tri-O-beta-D-glucoside betaine. C1=C(C=C(C(=C1O)O)O[C@H]2[C@@H]([C@H]([C@@H]([C@H](O2)CO)O)O)O)C3=C(C=C4C(=CC(=CC4=[O+]3)O)O[C@H]5[C@@H]([C@H]([C@@H]([C@H](O5)CO)O)O)O)O[C@H]6[C@@H]([C@H]([C@@H]([C@H](O6)CO)O)O)O